4-[(1R)-1-aminopropyl]-2-{6-[(5ξ)-5-ethyl-6,7-dihydro-5H-pyrrolo[2,1-c][1,2,4]triazol-3-yl]pyridin-2-yl}-6-[(2R)-2-methylpyrrolidin-1-yl]-2,3-dihydro-1H-pyrrolo[3,4-c]pyridin-1-one N[C@H](CC)C1=NC(=CC2=C1CN(C2=O)C2=NC(=CC=C2)C=2N1C(=NN2)CCC1CC)N1[C@@H](CCC1)C